Cl.NC/C(/CN1N=CN(C1=O)CC1=CC=C(S1)C=1C=C2CCC(NC2=C(C1)C)=O)=C/F 6-[5-({1-[(2Z)-2-(aminomethyl)-3-fluoroprop-2-en-1-yl]-5-oxo-1,5-dihydro-4H-1,2,4-triazol-4-yl}methyl)thiophen-2-yl]-8-methyl-3,4-dihydroquinolin-2(1H)-one hydrochloride